N-(4-Methoxy-7-phenyl-1H-1,3-benzodiazol-2-yl)-4-(morpholin-4-carbonyl)benzamid COC1=CC=C(C=2NC(=NC21)NC(C2=CC=C(C=C2)C(=O)N2CCOCC2)=O)C2=CC=CC=C2